ClC=1C(=C(C=CC1F)[C@H](NC(=O)N1[C@@H](C(NCC1)=O)C)C=1C=NC(=NC1)OC(F)F)F (2R)-N-((R)-(3-chloro-2,4-difluorophenyl)(2-(difluoromethoxy)pyrimidin-5-yl)methyl)-2-methyl-3-oxopiperazine-1-carboxamide